NC([C@H](C1CCC(CC1)C)NC(OC(C)(C)C)=O)=O tert-butyl ((S)-2-amino-1-((1r,4S)-4-methylcyclohexyl)-2-oxoethyl)carbamate